CC(C(=O)C1CCCCC1)C dimethylcyclohexylethanone